CC(=O)N[C@@H](CCC(=O)O)C(=O)O N-acetylglutamate